C(C)(C)(C)NC(=C(C(=O)[O-])C)CC Tertbutylamino-ethylmethacrylat